2-(3-phenyloxetane-3-yl)ethan-1-ol C1(=CC=CC=C1)C1(COC1)CCO